1-((4-fluorophenyl)(1-phenethyl-1H-tetrazol-5-yl)methyl)-4-methylpiperazine FC1=CC=C(C=C1)C(N1CCN(CC1)C)C1=NN=NN1CCC1=CC=CC=C1